furane-2,5-dicarboxylate O1C(=CC=C1C(=O)[O-])C(=O)[O-]